1,2-Bis(phenylimino)ethan C1(=CC=CC=C1)N=CC=NC1=CC=CC=C1